C(C#C)C(=O)[O-] 2-propynylformate